O(C)C=1C(C(=CN2CC3OCCC(N3C(C21)=O)C)C(=O)O)=O 3,4,6,8,12,12A-hexahydro-7-methoxyl-4-methyl-6,8-dioxo-2H-pyrido[1',2':4,5]pyrazino[2,1-B][1,3]oxazine-9-carboxylic acid